benzyl 3-methyl-1,8-diazaspiro[4.5]decane-1-carboxylate CC1CN(C2(C1)CCNCC2)C(=O)OCC2=CC=CC=C2